I.N1(CCCC1)NC(=N)N N1-pyrrolidinyl-guanidine hydroiodide